ClC=1C=CC2=C([C@@H](C[C@@H](O2)C(=O)NC23CCC(C2)(C3)NC(CO[C@@H]3C[C@@H](C3)OC(F)(F)F)=O)O)C1 (2R,4R)-6-chloro-4-hydroxy-N-[4-(2-{[cis-3-(trifluoromethoxy)cyclobutyl]oxy}acetamido)bicyclo[2.1.1]hexan-1-yl]-3,4-dihydro-2H-1-benzopyran-2-carboxamide